cuminaldehyde O=CC1=CC=C(C(C)C)C=C1